N-(6-((dimethylamino)methyl)-5-(2-(2-hydroxypropan-2-yl)(N-morpholinyl))pyridin-2-yl)cyclopropanecarboxamide CN(C)CC1=C(C=CC(=N1)NC(=O)C1CC1)N1CC(OCC1)C(C)(C)O